ClC1=C(C=CC(=C1)OCC=1C(=NOC1C1CC1)C1=C(C=C(C=C1Cl)F)Cl)C1(CN(C1)C1=C(C(=O)O)C=CN=C1)O (3-(2-chloro-4-((5-cyclopropyl-3-(2,6-dichloro-4-fluorophenyl)isoxazol-4-yl)methoxy)phenyl)-3-hydroxyazetidin-1-yl)isonicotinic acid